C1(=CC=CC=C1)S(=O)(=O)N1C=C(C2=CC=CC=C12)C1=NC(=NC=C1Cl)N[C@@H]1CN(C[C@@H](C1)C)CC1=CC=CC=C1 4-[1-(benzenesulfonyl)indol-3-yl]-N-[(3S,5R)-1-benzyl-5-methyl-3-piperidyl]-5-chloro-pyrimidin-2-amine